[Pt+2].C(C(=O)[O-])(=O)[O-].C(C(=O)O)(=O)[O-].[K+] potassium bis(oxalate) platinum (II)